C(C1=CC=CC=C1)(=O)C1=C(C2=C(S1)C=C(C=C2)F)OC2=CC=C(C=C2)/C=C/C(=O)O (E)-3-(4-((2-benzoyl-6-fluorobenzo[b]thiophen-3-yl)oxy)phenyl)acrylic acid